OC(=C(C(C)=O)C=1C2=CC=CC=C2C(=C2C=CC=CC12)C1=CC=CC2=CC=CC=C12)C 4-hydroxy-3-(10-(naphthalen-1-yl)anthracen-9-yl)-3-penten-2-one